C(C)[P]SBr ethyl-bromothiophosphorus